FC(CN1N=C(C(=C1)C)S(=O)(=O)N1N=C2C(=C1)CN(C2)C([C@H](CO)C2=C(C=CC=C2)F)=O)F (2S)-1-{2-[1-(2,2-difluoroethyl)-4-methylpyrazol-3-ylsulfonyl]-4H,6H-pyrrolo[3,4-c]pyrazol-5-yl}-2-(2-fluorophenyl)-3-hydroxypropan-1-one